7-((5-Ethyl-3-fluoropyridin-2-yl)oxy)-2-azaspiro[3.5]nonan C(C)C=1C=C(C(=NC1)OC1CCC2(CNC2)CC1)F